1,6-Diamino-2,4,4-trimethylhexan NCC(CC(CCN)(C)C)C